C(C)(C)C1=C(NC2=C1N=C(S2)C2CCC(CC2)N2C[C@@H](CC2)NC(C)=O)C=2C=C(C=1N(C2)N=CN1)OC (R)-N-(1-(4-(6-isopropyl-5-(8-methoxy-[1,2,4]triazolo[1,5-a]pyridin-6-yl)-4H-pyrrolo[3,2-d]thiazol-2-yl)cyclohexyl)pyrrolidin-3-yl)acetamide